BrC1=CC=2N3C4=C(C=CC=C4C2C=C1)C1=CC=CC=C13 10-bromoindolo[3,2,1-jk]carbazole